3-ethyl-oxolane-3-carboxylic acid C(C)C1(COCC1)C(=O)O